(R/S)-7-((3-(4-cyclopropylphenyl)-2,3-dihydro-[1,4]dioxino[2,3-b]pyridin-7-yl)oxy)-4H-pyrido[1,2-a]pyrimidin-4-one C1(CC1)C1=CC=C(C=C1)[C@@H]1COC=2C(=NC=C(C2)OC=2C=CC=3N(C(C=CN3)=O)C2)O1 |r|